(4,7-dihydroxyl-1-naphthyl)dimethyl-sulfonium triflate [O-]S(=O)(=O)C(F)(F)F.OC1=CC=C(C2=CC(=CC=C12)O)[S+](C)C